NC1=CC=C(C=N1)C#CC1=CC=C2CN(C(C2=C1)=O)[C@@H](C(=O)NC=1SC=CN1)C1=C(C=CC=C1)O |r| (2RS)-2-[6-[2-(6-amino-3-pyridinyl)ethynyl]-1-oxo-isoindolin-2-yl]-2-(2-hydroxyphenyl)-N-thiazol-2-yl-acetamide